3-bromo-4-chloro-1-(4-(trifluoromethoxy)phenyl)-1H-pyrazolo[3,4-b]pyridine BrC1=NN(C2=NC=CC(=C21)Cl)C2=CC=C(C=C2)OC(F)(F)F